C1(=CC=CC=C1)CC(=O)C1=C(C=C(C=C1O)O)O 2-phenyl-2',4',6'-trihydroxyacetophenone